NC1=NC=CC=C1C(C)NCC(O)([2H])[2H] 2-((1-(2-aminopyridin-3-yl)ethyl)amino)ethan-1,1-d2-1-ol